NC1=C(C(=NC=2N1N=CC2CC)S(=O)(=O)C)C#N 7-amino-3-ethyl-5-(methyl-sulfonyl)pyrazolo[1,5-a]pyrimidine-6-carbonitrile